C(#N)C1=CC2=C(CN(C[C@H]2C2=C(C=CC=C2)C=2C(=NN(C2)CC)C(F)(F)F)C(/C=C/C(C)(C)NC(OC(C)(C)C)=O)=O)S1 (S,E)-tert-butyl 5-(2-cyano-4-(2-(1-ethyl-3-(trifluoromethyl)-1H-pyrazol-4-yl)phenyl)-4,5-dihydrothieno[2,3-c]pyridin-6(7H)-yl)-2-methyl-5-oxopent-3-en-2-ylcarbamate